C[C@@H](CCCC(=O)[O-])CC[C@@H](CCC=C)C(=C)C (3S,6R)-3-methyl-6-isopropenyl-9-decen-1-ylacetate